[1,2]Oxaborole-5-carboxylic acid 2,5-dioxopyrrolidin-1-yl ester O=C1N(C(CC1)=O)OC(=O)C1=CC=BO1